2-ethyl-7-iodo-[1,2,4]triazolo[4,3-a]pyridin-3(2H)-one C(C)N1N=C2N(C=CC(=C2)I)C1=O